sodium potassium 2-(tert-butyl)-2-hexylmalonate C(C)(C)(C)C(C(=O)[O-])(C(=O)[O-])CCCCCC.[K+].[Na+]